[Na].CSN1NC=2N(CC1)N(C(N2)=O)[N+](=O)[O-] 2-methylsulfanyl-6-nitro-1,2,4-triazolo[5,1-c]-1,2,4-triazin-7(4H)-one sodium salt